C[Si](C=1OC=C(N1)C1(CCC2(OCCO2)CC1)O)(C)C 8-[2-(trimethylsilyl)-1,3-oxazol-4-yl]-1,4-dioxaspiro[4.5]decan-8-ol